cis-N-adamantan-1-yl-N-ethyl-[3-(3-chloro-4-cyclohexylphenyl)allyl]amine C12(CC3CC(CC(C1)C3)C2)N(CC)C\C=C/C2=CC(=C(C=C2)C2CCCCC2)Cl